C(C(C)(C)C)S Neopentyl Thiol